ClC=1C(=C(C=CC1OC[C@@H]1OCCCC1)NC=1C2=C(N=CN1)C=CC(=N2)O[C@@H]2CN(CC2)C(=O)OC(C)(C)C)F tert-Butyl (S)-3-((4-((3-chloro-2-fluoro-4-(((R)-tetrahydro-2H-pyran-2-yl)methoxy)phenyl)amino)pyrido[3,2-d]pyrimidin-6-yl)oxy)pyrrolidine-1-carboxylate